FC1=C(C=C(C=C1)F)[C@@](CN1N=CN=C1)([C@@H](C)SSCCC1=NC=CC=C1)O (2R,3R)-2-(2,5-difluorophenyl)-3-((2-(pyridin-2-yl)ethyl)disulfanyl)-1-(1H-1,2,4-triazol-1-yl)butan-2-ol